FC(OC1=CC=C(C=C1)C1=NC=C(C=N1)C(=O)O)F 2-(4-(difluoromethoxy)-phenyl)pyrimidine-5-carboxylic acid